2-((2-ethyl-4-((1R,4R)-5-methyl-2,5-diazabicyclo[2.2.1]heptan-2-yl)phenyl)amino)-4-((3-(2-oxo-1,3-oxazinan-3-yl)propyl)amino)pyrimidine-5-carbonitrile C(C)C1=C(C=CC(=C1)N1[C@H]2CN([C@@H](C1)C2)C)NC2=NC=C(C(=N2)NCCCN2C(OCCC2)=O)C#N